4-((2-((4-(cyanomethyl)phenyl)amino)quinazolin-4-yl)amino)-N,N-Dimethylbenzenesulfonamide C(#N)CC1=CC=C(C=C1)NC1=NC2=CC=CC=C2C(=N1)NC1=CC=C(C=C1)S(=O)(=O)N(C)C